3-(4,4-difluorocyclohexyl)-3-(3-fluoro-4-(4,4,5,5-tetramethyl-1,3,2-di-oxaborolan-2-yl)phenyl)-7-(trifluoromethyl)indolin-2-one FC1(CCC(CC1)C1(C(NC2=C(C=CC=C12)C(F)(F)F)=O)C1=CC(=C(C=C1)B1OC(C(O1)(C)C)(C)C)F)F